C1(CCCCC1)NC[Si](OCC)(OCC)OCC N-cyclohexyl-(aminomethyl)triethoxysilane